ClC1=C(OCCN(C)C)C=CC=C1C=1N(C2=NC=NC(=C2N1)OC1(CC1)C)CC=1SC(=CN1)C 2-(2-chloro-3-(6-(1-methylcyclopropoxy)-9-((5-methylthiazol-2-yl)methyl)-9H-purin-8-yl)phenoxy)-N,N-dimethylethan-1-amine